(6,6-difluoro-2-azaspiro[3.3]heptan-2-yl)(6-((5-methyl-3-(6-methylpyridin-3-yl)isoxazol-4-yl)methoxy)pyridazin-3-yl)methanone FC1(CC2(CN(C2)C(=O)C=2N=NC(=CC2)OCC=2C(=NOC2C)C=2C=NC(=CC2)C)C1)F